3-[(2r,4r)-4-({[1-(2,2-difluoro-1,3-benzodioxol-5-yl)cyclopropyl]carbonyl}amino)-3,4-dihydro-2H-chromen-2-yl]benzoic acid FC1(OC2=C(O1)C=CC(=C2)C2(CC2)C(=O)N[C@@H]2C[C@@H](OC1=CC=CC=C21)C=2C=C(C(=O)O)C=CC2)F